NC=1C=NN2C1C(N(CC2)CCO)=O 3-amino-5-(2-hydroxyethyl)-6,7-dihydropyrazolo[1,5-a]pyrazin-4(5H)-one